OC1(OC2=CC=CC=C2C(C1)=O)C1=CC=CC=C1 2-hydroxyflavanone